C(CC)(=O)NC1=CC=C(N=N1)C(=O)N 6-propanamidopyridazine-3-carboxamide